5-[4-(4-benzylphenyl)-2-fluoro-6-hydroxy-phenyl]-1,1-dioxo-1,2,5-thiadiazolidin-3-one C(C1=CC=CC=C1)C1=CC=C(C=C1)C1=CC(=C(C(=C1)O)N1CC(NS1(=O)=O)=O)F